(2R,4R)-6-chloro-7-fluoro-4-hydroxy-N-(3-{2-[4-(trifluoromethyl)-1H-pyrazol-1-yl]pyridin-4-yl}bicyclo[1.1.1]pentan-1-yl)-3,4-dihydro-2H-1-benzopyran-2-carboxamide ClC=1C(=CC2=C([C@@H](C[C@@H](O2)C(=O)NC23CC(C2)(C3)C3=CC(=NC=C3)N3N=CC(=C3)C(F)(F)F)O)C1)F